ClC1=CC2=C(N(C(C(N2C)=O)=O)C2CCN(CC2)C=2SC=C(N2)C(=O)NCC)N=C1 2-(4-(7-chloro-1-methyl-2,3-dioxo-2,3-dihydropyrido[2,3-b]pyrazin-4(1H)-yl)piperidin-1-yl)-N-ethylthiazole-4-carboxamide